2-(4-methylpiperidin-1-yl)acetamide CC1CCN(CC1)CC(=O)N